ClCCCCS(=O)(=O)Cl 4-chlorobutane-1-sulfonyl chloride